N-(5-(6-(4-(tert-butyl)-2-(1H-pyrazol-4-yl)phenyl)-1-oxo-3,4-dihydroisoquinolin-2(1H)-yl)-2-((2-methoxyethoxy)methoxy)phenyl)methanesulfonamide C(C)(C)(C)C1=CC(=C(C=C1)C=1C=C2CCN(C(C2=CC1)=O)C=1C=CC(=C(C1)NS(=O)(=O)C)OCOCCOC)C=1C=NNC1